tert-butyl 4-((3-carbamoylpyridin-2-yl) carbamoyl)-2-azabicyclo[2.1.1]hexane-2-carboxylate C(N)(=O)C=1C(=NC=CC1)NC(=O)C12CN(C(C1)C2)C(=O)OC(C)(C)C